OC1=C(C(=O)C2=C(C=C(C=C2)O)O)C=CC(=C1O)O 2,3,4,2',4'-pentahydroxybenzophenone